(S)-1-(5-(pyridin-2-yl)-2,3-dihydro-1H-indene-2-carbonyl)indoline-6-sulfonamide N1=C(C=CC=C1)C=1C=C2C[C@H](CC2=CC1)C(=O)N1CCC2=CC=C(C=C12)S(=O)(=O)N